C(#N)C=1C=C(C2=CC=CC=C2C1)C1(CC1)C=1C(=C(C(=O)N)C=C(C1)OCCN(C)C)C (1-(3-Cyanonaphthalen-1-yl)cyclopropyl)-5-(2-(dimethylamino)ethoxy)-2-methylbenzamide